7-(3-hydroxynaphthalen-1-yl)quinazolin-8-ol OC=1C=C(C2=CC=CC=C2C1)C1=CC=C2C=NC=NC2=C1O